4-(6-Amino-2-(1-ethyl-3-(trifluoromethyl)-1H-pyrazol-4-yl)pyridin-3-yl)-4,5,6,7-tetrahydrothieno[2,3-c]pyridine-2-carbonitrile NC1=CC=C(C(=N1)C=1C(=NN(C1)CC)C(F)(F)F)C1C2=C(CNC1)SC(=C2)C#N